[N+](=O)([O-])C1=C(C(=O)O)C=C(C=C1)OC(=O)OCCOCCNC(CN1CCN(CCN(CCN(CC1)CC(OC(C)(C)C)=O)CC(OC(C)(C)C)=O)CC(=O)OC(C)(C)C)=O 2-nitro-5-[2-[2-[[2-[4,7,10-tris(2-tert-butoxy-2-oxo-ethyl)-1,4,7,10-tetrazacyclododec-1-yl]acetyl]amino]ethoxy]ethoxycarbonyloxy]benzoic acid